The molecule is the simplest member of the class of monochlorobenzenes, that is benzene in which a single hydrogen has been substituted by a chlorine. It has a role as a solvent. C1=CC=C(C=C1)Cl